(S)-(2-(4-((R)-1-(benzo[d]thiazol-5-yl)ethyl)piperazin-1-yl)pyrimidin-5-yl)(methyl)(methylimino)-λ6-sulfanone S1C=NC2=C1C=CC(=C2)[C@@H](C)N2CCN(CC2)C2=NC=C(C=N2)[S@](=O)(=NC)C